ClC1=C(C=C(C=C1)C#CCN1CCNCC1)N1C(NC(CC1)=O)=O 1-[2-Chloro-5-(3-piperazin-1-ylprop-1-ynyl)phenyl]hexahydropyrimidine-2,4-dione